methyl 3-hydroxyquinoline-7-carboxylate OC=1C=NC2=CC(=CC=C2C1)C(=O)OC